C[C@H]1CC[C@@H](NC1)C=1C=CC(=NC1)N 5-[(2R,5S)-5-methyl-2-piperidyl]pyridin-2-amine